(S)-N-(5-(2-(1-cyclopropylethyl)-7-(N-ethylsulfamoyl)-1-oxoisoindol-5-yl)-1-methyl-1H-pyrazol-3-yl)acetamide ethyl-1-fluoro-2,2-dimethyl-4,6-dioxocyclohexane-1-carboxylate C(C)OC(=O)C1(C(CC(CC1=O)=O)(C)C)F.C1(CC1)[C@H](C)N1C(C2=C(C=C(C=C2C1)C1=CC(=NN1C)NC(C)=O)S(NCC)(=O)=O)=O